6-(1-methyl-1H-pyrazole-4-yl)-2-(1-methyl-1H-pyrazol-4-yl)pyrimidine-4-carboxylic acid CN1N=CC(=C1)C1=CC(=NC(=N1)C=1C=NN(C1)C)C(=O)O